bromine, potassium salt [K].[Br]